CC1(CC=2C(CCCC2CC1C)(C)C)C(C)=O 1-(1,2,3,4,5,6,7,8-Octahydro-2,3,8,8-Tetramethyl-2-Naphthyl)Ethan-1-one